FC1=C(OC2=NC(=C3N=CNC3=N2)NCC2CCOCC2)C=CC(=C1F)OC 2-(2,3-difluoro-4-methoxyphenoxy)-N-((tetrahydro-2H-pyran-4-yl)methyl)-9H-purin-6-amine